C(C)(C)C1CC(C=2N1N=CC2)=O 6-isopropyl-5,6-dihydro-4H-pyrrolo[1,2-b]pyrazol-4-one